CC1=CC=CC(=N1)C1=NC=CC(=N1)NC1=NC(=NC=C1)NC=1C=C(C(=O)OC)C=CC1 methyl 3-((4-((2-(6-methylpyridin-2-yl)pyrimidin-4-yl)amino)pyrimidin-2-yl)amino)benzoate